4-(((1-((2r,5r)-5-amino-1,3-dioxan-2-yl)cyclobutyl)methyl)(3-fluoro-4-methoxybenzyl)amino)benzonitrile NC1COC(OC1)C1(CCC1)CN(C1=CC=C(C#N)C=C1)CC1=CC(=C(C=C1)OC)F